6-bromo-1-(difluoromethyl)-5-fluoro-1H-indazole BrC1=C(C=C2C=NN(C2=C1)C(F)F)F